COC1=CC=C(CN2CC3=CC(=CC=C3C=N2)[N+](=O)[O-])C=C1 2-(4-methoxybenzyl)-7-nitrophthalazine